FC=1C=CC(=C(C1)C=1N=NC(=C2C1SC=C2)NC2C[C@@H]1[C@@H](CN(C1)CC1CCOCC1)C2)C 7-(5-fluoro-2-methylphenyl)-N-((3aR,5s,6aS)-2-((tetrahydro-2H-pyran-4-yl)methyl)octahydrocyclopenta[c]pyrrol-5-yl)thieno[2,3-d]pyridazin-4-amine